3-(2-Chloro-6-methyl-4-pyridyl)-2-(3-cyanophenyl)-N-(3-hydroxy-3-methyl-butyl)pyrazolo[1,5-a]pyrimidine-5-carboxamide ClC1=NC(=CC(=C1)C=1C(=NN2C1N=C(C=C2)C(=O)NCCC(C)(C)O)C2=CC(=CC=C2)C#N)C